C(C)(C)(C)OC(=O)N1C(CC(C1)O)C 4-hydroxy-2-methylpyrrolidine-1-carboxylic acid tert-butyl ester